2-(4-((4-(ethoxymethyl)-4-phenethylpiperidin-1-yl)methyl)phenyl)-N-methoxy-N-methylacetamide C(C)OCC1(CCN(CC1)CC1=CC=C(C=C1)CC(=O)N(C)OC)CCC1=CC=CC=C1